2,4-bis([1,1'-biphenyl]-4-yl)-6-bromo-1,3,5-triazine C1(=CC=C(C=C1)C1=NC(=NC(=N1)C1=CC=C(C=C1)C1=CC=CC=C1)Br)C1=CC=CC=C1